NC1=C(N=C2N1C=CC(=C2C2=CC(=CC=C2)C#N)F)C(=O)NCCC 3-Amino-8-(3-cyanophenyl)-7-fluoro-N-propylimidazo[1,2-a]pyridine-2-carboxamide